3-methoxy-4-{2-[4-(2,3-dichlorophenyl)piperazin-1-yl]Ethoxy}benzylamine COC=1C=C(CN)C=CC1OCCN1CCN(CC1)C1=C(C(=CC=C1)Cl)Cl